C(C)(C)S(=O)(=O)CC1(CC(C(=O)NC=2OC(=NN2)C)=CC=C1C(F)(F)F)[S@](=O)CCC 3-(isopropylsulfonyl-methyl)-N-(5-methyl-1,3,4-oxadiazol-2-yl)-3-[(R)-propylsulfinyl]-4-(trifluoromethyl)benzamide